C1(=CC=C(C=C1)COC1=C(C2=CC=CC=C2C=C1)C1=C(C=CC2=CC=CC=C12)OCCO)C1=CC=C(C=C1)COC1=C(C2=CC=CC=C2C=C1)C1=C(C=CC2=CC=CC=C12)OCCO 2,2'-[[1,1'-Biphenyl]-4,4'-diylbis(methyleneoxy[1,1'-binaphthyl]-2',2-diyloxy)]bis(ethan-1-ol)